N1C=NC(=C1)[C@@H]1CN(C[C@@H](O1)C)C1=NC(=NC=C1)C1=CN=C2N1C=C(N=C2)C(F)(F)F cis-2-(1H-imidazol-4-yl)-6-methyl-4-(2-(6-(trifluoromethyl)imidazo[1,2-a]pyrazin-3-yl)pyrimidin-4-yl)morpholine